[Se-2].[Mn+2].[Cu+2].[Se-2] copper-manganese selenide